(E)-N-(4-((3-chloro-4-methoxyphenyl)amino)-3-cyano-7-ethoxy-2-ethylquinolin-6-yl)-4-(piperidin-1-yl)but-2-enamide ClC=1C=C(C=CC1OC)NC1=C(C(=NC2=CC(=C(C=C12)NC(\C=C\CN1CCCCC1)=O)OCC)CC)C#N